N,N-bis(3-(2-methoxyethoxy)benzyl)-4-((2-(2-(3-methoxyphenoxy)ethoxy)ethoxy)methyl)oxazol-2-amine COCCOC=1C=C(CN(C=2OC=C(N2)COCCOCCOC2=CC(=CC=C2)OC)CC2=CC(=CC=C2)OCCOC)C=CC1